(E)-2-(3-ethylureido)-N-methoxy-2-oxoacetimidoyl cyanide C(C)NC(NC(\C(=N\OC)\C#N)=O)=O